glutamine, glutamic acid salt N[C@@H](CCC(=O)O)C(=O)O.N[C@@H](CCC(N)=O)C(=O)O